COCCNC1=CC(=NC=C1)C1=C(C2=NC(=CC=C2N1C)C=O)C(=O)N (4-((2-methoxyethyl)amino)pyridin-2-yl)-5-formyl-1-methyl-1H-pyrrolo[3,2-b]pyridine-3-carboxamide